N-(5-iodoquinolin-8-yl)-2-(m-tolyl)pent-4-enamide IC1=C2C=CC=NC2=C(C=C1)NC(C(CC=C)C=1C=C(C=CC1)C)=O